FC(C1=NSC(=N1)C=1C=CC(=C(C1)NCC(=O)OCC)C)F ethyl (5-(3-(difluoromethyl)-1,2,4-thiadiazol-5-yl)-2-methylphenyl)glycinate